NC1=C(C=C(C=C1C(=O)N)C=1NC=C(C1)Cl)C1=CC=C(C=C1)S(N)(=O)=O 2-amino-5-(4-chloro-1H-pyrrol-2-yl)-4'-sulfamoyl-[1,1'-biphenyl]-3-carboxamide